FC1(CCC(CC1)C1=NC=CC(=C1NC(=O)C=1C=NC(=NC1)C(C)(C)F)C1=C(C=CC(=C1)F)F)F N-(2-(4,4-difluorocyclohexyl)-4-(2,5-difluorophenyl)pyridin-3-yl)-2-(2-fluoropropane-2-yl)pyrimidine-5-carboxamide